C(CCCCCCC)SC1=NC(=NC(=N1)OC1=CC(=C(C(=C1)C(C)(C)C)O)C(C)(C)C)OC1=CC(=C(C(=C1)C(C)(C)C)O)C(C)(C)C 2-Octylmercapto-4,6-bis(3,5-di-tert-butyl-4-hydroxy-phenoxy)-1,3,5-triazin